7-oxospiro[5H-cyclopenta[b]pyridine-6,4'-piperidine] O=C1C2=NC=CC=C2CC12CCNCC2